FC1=CC(=C(C(=C1)C(C)C)NC(=O)NS(=O)(=O)N1CC(OC(C1)C)C)C(C)C N-((4-Fluoro-2,6-diisopropylphenyl)carbamoyl)-2,6-dimethylmorpholin-4-sulfonamid